CC1=CC=C2C(N=CO2)=C1N 5-methylbenzo[d]oxazol-4-amine